methyl 3-[4-[(1-tert-butoxycarbonyl-4-piperidyl)oxy]anilino]-6-chloro-5-cyclopropyl-pyrazine-2-carboxylate C(C)(C)(C)OC(=O)N1CCC(CC1)OC1=CC=C(NC=2C(=NC(=C(N2)C2CC2)Cl)C(=O)OC)C=C1